[NH3+]N.[N+](=O)([O-])C=1C(=NC=CC1)[N+](=O)[O-] dinitropyridine hydrazinium salt